2,6-bis(benzyloxy)-3-(4,4,5,5-tetramethyl-1,3,2-dioxaborolan-2-yl)-pyridine C(C1=CC=CC=C1)OC1=NC(=CC=C1B1OC(C(O1)(C)C)(C)C)OCC1=CC=CC=C1